C(C1=CC=CC=C1)N(C(C(C)(C)C)=O)S(=O)(=O)C1=CC=C(C)C=C1 N-benzyl-N-(4-toluenesulfonyl)pivalamide